CC(C)C[O-].[Ti+4].CC(C)C[O-].CC(C)C[O-].CC(C)C[O-] titanium(IV) isobutoxide